C(C)OC(=O)C1=CC2=C(N3C(S2)=NC(=C3)C3=C(C=C(C=C3)C3N(CCC3)C(=O)OC(C)(C)C)F)C=C1.C([13CH]1CO1)OCCC[Si](OC)(OC)OC 3-(2,3-epoxypropoxy-2-13C)propyl-trimethoxysilane ethyl-2-(4-(1-(tert-butoxycarbonyl)pyrrolidin-2-yl)-2-fluorophenyl)benzo[d]imidazo[2,1-b]thiazole-7-carboxylate